1-[3-(2,3-dichloro-6-fluorophenyl)-3-[(4-fluoro-1,3-dimethylindazol-6-yl)amino]azetidin-1-yl]prop-2-en-1-one ClC1=C(C(=CC=C1Cl)F)C1(CN(C1)C(C=C)=O)NC1=CC(=C2C(=NN(C2=C1)C)C)F